4-(3-aza-bicyclo[3.2.2]non-3-yl-phenyl)-2-(1-methyl-1H-tetrazol-5-ylsulfanyl)-5-nitro-benzamide C12CN(CC(CC1)CC2)C2=C(C=CC=C2)C2=CC(=C(C(=O)N)C=C2[N+](=O)[O-])SC2=NN=NN2C